[C@@H]1([C@@H](CC1)CO)CO trans-1,2-cyclobutandimethanol